C1(CC1)COC1=C(OC2C3CN(CC2CC3)C=3N=NC(=CC3)C(F)(F)F)C=CC(=C1)C(F)(F)F 8-mono(2-cyclopropylmethoxy-4-trifluoromethylphenoxy)-3-mono(6-trifluoromethylpyridazin-3-yl)-3-azabicyclo[3.2.1]octane